C(C)(=O)NC1=CC(=C2CCN(CC2=C1)C(=O)N[C@@H](CCC#N)C1=CC=CC=C1)C1=CC=C(C=C1)C(F)(F)F (S)-7-acetamido-N-(3-cyano-1-phenylpropyl)-5-(4-(trifluoromethyl)phenyl)-3,4-dihydroisoquinoline-2(1H)-carboxamide